16-methyl-5,9-octadecadienoic acid CC(CCCCCC=CCCC=CCCCC(=O)O)CC